C(CCCCC1CO1)OC(C=C)=O acrylic acid-6,7-epoxyheptyl ester